C1(CCCCCO1)=S ε-Thiocaprolactone